Benzyl ((2S,3R)-3-(2-oxabicyclo[2.2.2]octan-4-ylmethoxy)-1-oxo-1-(4-(thiazol-2-yl)piperidin-1-yl)butan-2-yl)carbamate C12OCC(CC1)(CC2)CO[C@@H]([C@@H](C(N2CCC(CC2)C=2SC=CN2)=O)NC(OCC2=CC=CC=C2)=O)C